C1(CC1)C=1C(=CC=2N(N1)C(=CN2)C2=CC(=CC(=N2)N[C@H]2CN(C[C@@H]2F)C(=O)OC(C)(C)C)C)OC tert-butyl (3S,4S)-3-((6-(6-cyclopropyl-7-methoxyimidazo[1,2-b]pyridazin-3-yl)-4-methylpyridin-2-yl) amino)-4-fluoropyrrolidine-1-carboxylate